pyrimidinium uronium salt [NH2+]=C(O)N.[NH+]1=CN=CC=C1